4-(3-((4-chloro-2-fluorobenzofuran-7-yl)methoxy)-4-fluoropyridin-2-yl)piperidine ClC1=CC=C(C2=C1C=C(O2)F)COC=2C(=NC=CC2F)C2CCNCC2